ClC=1C=C(CCN2C[C@H]([C@@H](C2)COC2=CC=C(C=C2)S(=O)(=O)C)C)C=CC1 |r| rac-trans-1-(3-chlorophenethyl)-3-methyl-4-((4-(methylsulfonyl)phenoxy)methyl)pyrrolidine